O1C(CCCC1)OCCCC#CCO 6-(oxan-2-yloxy)hex-2-yn-1-ol